tert-Butyl (3R)-3-{[5-(2,5-dichlorophenyl)-1-trityl-1H-indazol-3-yl]carbamoyl}piperidine-1-carboxylate ClC1=C(C=C(C=C1)Cl)C=1C=C2C(=NN(C2=CC1)C(C1=CC=CC=C1)(C1=CC=CC=C1)C1=CC=CC=C1)NC(=O)[C@H]1CN(CCC1)C(=O)OC(C)(C)C